7-amino-4H-benzo[e][1,2,4]thiadiazine 1,1-dioxide NC1=CC2=C(NC=NS2(=O)=O)C=C1